ClC1=C(C=CC(=C1NC=1C(=C2C(N(C=NC2=CC1)C)=O)C)F)NS(=O)(=O)N1CC2(CC2)C1 N-(2-chloro-3-((3,5-dimethyl-4-oxo-3,4-dihydroquinazolin-6-yl)amino)-4-fluorophenyl)-5-azaspiro[2.3]hexane-5-sulfonamide